C1(CC1)C=1C=NN(C1COC1C2C(N(C(C1)C2)C(=O)OC(C)(C)C)CC)C2=C(C=CC=C2Cl)Cl tert-butyl 5-[[4-cyclopropyl-1-(2,6-dichlorophenyl)-1H-pyrazol-5-yl]methoxy]-3-ethyl-2-azabicyclo[2.2.1]heptane-2-carboxylate